(R*)-3-(5-(3-aminoprop-1-yn-1-yl)benzofuran-3-yl)piperidine-2,6-dione TFA salt OC(=O)C(F)(F)F.NCC#CC=1C=CC2=C(C(=CO2)[C@@H]2C(NC(CC2)=O)=O)C1 |o1:19|